8-(methoxymethyl)-9-methyl-7-(3-(trifluoromethyl)-7,8-dihydro-1,6-naphthyridin-6(5H)-yl)-4H-pyrimido[1,2-b]pyridazin-4-one COCC1=C(C=2N(N=C1N1CC=3C=C(C=NC3CC1)C(F)(F)F)C(C=CN2)=O)C